OC1(CC(C1)C(=O)N1CC2(C1)C[C@@H](CC2)C2=CC1=C(N(C=N1)C)C=C2)C |r| (rac)-((1s,3s)-3-Hydroxy-3-methylcyclobutyl)(6-(1-methyl-1H-benzo[d]imidazol-5-yl)-2-azaspiro[3.4]octan-2-yl)methanone